4-(3-((tert-butylamino)methyl)benzyl)-2-chloroquinoline-3,4-diamine C(C)(C)(C)NCC=1C=C(CC2(C(C(=NC3=CC=CC=C23)Cl)N)N)C=CC1